N-((6-((4-chlorophenyl)amino)-5-(methyl-d3)-2-morpholinopyrimidin-4-yl)methyl)-5-methoxypicolinamide ClC1=CC=C(C=C1)NC1=C(C(=NC(=N1)N1CCOCC1)CNC(C1=NC=C(C=C1)OC)=O)C([2H])([2H])[2H]